BNB N,N-diborylamine